C1(=C2N(C=N1)CCC2)C(C(NC=2SC=CN2)=O)N2CC1=C(C=C(C=C1C2=O)C=2C=NN(C2)C2CCN(CC2)C(=O)OC(C)(C)C)F tert-Butyl 4-[4-[2-[1-(6,7-dihydro-5H-pyrrolo[1,2-c]imidazol-1-yl)-2-oxo-2-(thiazol-2-ylamino)ethyl]-7-fluoro-3-oxo-isoindolin-5-yl]pyrazol-1-yl]piperidine-1-carboxylate